O1CCC(CC1)C=1C2=C(N=CN1)NC(=C2)C2=CC=C(C=C2)NC(C2=NC=CC=C2)=O N-(4-(4-(tetrahydro-2H-pyran-4-yl)-7H-pyrrolo[2,3-d]pyrimidin-6-yl)phenyl)picolinamide